C(C)(=O)N1C[C@H](CC1)OC=1C=CC=C2CCN([C@@H](C12)CN1C(C2=CC=CC=C2C1=O)=O)C(=O)[C@H]1[C@H](CCCC1)C(=O)NC (1S,2R)-2-((S)-8-(((S)-1-acetylpyrrolidin-3-yl)oxy)-1-((1,3-dioxoisoindolin-2-yl)methyl)-1,2,3,4-tetrahydroisoquinoline-2-carbonyl)-N-methylcyclohexane-1-carboxamide